C(C1=CC=CC=C1)N1C[C@H](OCC1)COC1=C(C=CC=C1)OCC (S)-4-benzyl-2-((2-ethoxyphenoxy)methyl)morpholine